OC1=C(C=CC(=C1)C(F)(F)F)C1=C(N=C(N=N1)N1C[C@H]2[C@@H](CC1)CC(N2)=O)C (3aS,7aR)-6-(6-(2-hydroxy-4-(trifluoromethyl)phenyl)-5-methyl-1,2,4-triazin-3-yl)octahydro-2H-pyrrolo[2,3-c]pyridin-2-one